4-((3,5-difluoropyridin-2-yl)methoxy)-N-methoxy-N,5',6-trimethyl-2-oxo-2H-[1,4'-bipyridine]-2'-carboxamide FC=1C(=NC=C(C1)F)COC1=CC(N(C(=C1)C)C1=CC(=NC=C1C)C(=O)N(C)OC)=O